ditertbutylmethylene(cyclopentadienyl)(fluorenyl)titanium dichloride [Cl-].[Cl-].C(C)(C)(C)C(C(C)(C)C)=[Ti+2](C1=CC=CC=2C3=CC=CC=C3CC12)C1C=CC=C1